trimethylphenylammonium trifluoromethanesulfonate FC(S(=O)(=O)[O-])(F)F.C[N+](C1=CC=CC=C1)(C)C